Cl.NCC(=O)C1=CC(=CC=C1)Cl 2-Amino-1-(3-chlorophenyl)ethan-1-one HCl salt